3,3-dimethyl-4,5-dihydro-2H-phenanthridine-1,6-dione CC1(CC(C=2C3=CC=CC=C3C(NC2C1)=O)=O)C